O.FC=1C=C2C=3C=4C(CN5[C@@](C4NC3C1)(CCC5)C)=NNC2=O.O.O.FC=2C=C5C=1C=3C(CN4[C@@](C3NC1C2)(CCC4)C)=NNC5=O (R)-2-fluoro-10a-methyl-7,8,9,10,10a,11-hexahydro-5,6,7a,11-tetraazacyclohepta[def]cyclopenta[a]fluoren-4(5H)-one sesqui-hydrate